tert-Butyl 5-((2'-chloro-[2,4'-bipyrimidin]-4-yl)ethynyl)-3-methyl-1H-indazole-1-carboxylate ClC1=NC=CC(=N1)C1=NC=CC(=N1)C#CC=1C=C2C(=NN(C2=CC1)C(=O)OC(C)(C)C)C